[Si](C)(C)(C(C)(C)C)OC(CNS(=O)(=O)C)C=1C=C(C(=C2C=CN=CC12)CNC1CC(C1)OC1=CC(=C(C=C1)F)C(F)(F)F)F N-(2-((tert-butyldimethylsilyl)oxy)-2-(6-fluoro-5-((((1r,3r)-3-(4-fluoro-3-(trifluoromethyl)phenoxy)cyclobutyl)amino)methyl)isoquinolin-8-yl)ethyl)methanesulfonamide